BrC1=NNC=2C(=C1)N=CC2 mono-bromopyrrolo-pyridazine